5-{(3R)-1-[cyclopropyl(6-methoxypyridin-2-yl)methyl]-5',6'-dihydrospiro[pyrrolidine-3,4'-pyrrolo[1,2-b]pyrazol]-2'-yl}-3-(trifluoromethyl)pyridin-2-amine C1(CC1)C(N1C[C@]2(CCN3N=C(C=C32)C=3C=C(C(=NC3)N)C(F)(F)F)CC1)C1=NC(=CC=C1)OC